2-((6-chloro-2-methyl-2H-indazol-5-yl)amino)-2-oxoacetic acid ClC=1C(=CC2=CN(N=C2C1)C)NC(C(=O)O)=O